BrC=1C=C2C(=C(C(N(C2=NC1)CC(OCC)OCC)=O)C(=O)OCC)O ethyl 6-bromo-1-(2,2-diethoxyethyl)-4-hydroxy-2-oxo-1,2-dihydro-1,8-naphthyridine-3-carboxylate